(R)-(2-(benzofuran-3-yl)-1-((3-methoxy-3-oxopropyl)sulfonamido)ethyl)boronic acid O1C=C(C2=C1C=CC=C2)C[C@H](NS(=O)(=O)CCC(=O)OC)B(O)O